C(C)(C)(C)OC(N(C(C)C)[C@@H]1CN(CC1)C(C1=CC=C(C=C1)N)=O)=O (S)-tert-butyl(1-(4-aminobenzoyl)pyrrolidin-3-yl)(isopropyl)carbamate